2-(4-azidophenyl)-N-benzylacetamide N(=[N+]=[N-])C1=CC=C(C=C1)CC(=O)NCC1=CC=CC=C1